CC1=C(OC=2C(=CC(N(C2)CCOC)=O)C=2C3=C(C(N(C2)C)=O)NC=C3)C(=CC=C1)C 4-(5-(2,6-dimethylphenoxy)-1-(2-methoxyethyl)-2-oxo-1,2-dihydropyridin-4-yl)-6-methyl-1,6-dihydro-7H-pyrrolo[2,3-c]pyridin-7-one